(3R)-3-{[2-(4-methoxyphenyl)-7-(morpholin-4-yl)[1,2,4]triazolo[1,5-c]quinazolin-5-yl]amino}azepan-2-one COC1=CC=C(C=C1)C1=NN2C(=NC=3C(=CC=CC3C2=N1)N1CCOCC1)N[C@H]1C(NCCCC1)=O